7-chloro-1-isopropyl-2,6-naphthyridin-4-ol ClC1=NC=C2C(=CN=C(C2=C1)C(C)C)O